tert-butyl N-[(1S)-1-{[(1S)-1-cyclohexyl-2-oxo-2-[(2S)-2-(4-{3-[(5-oxohexyl)oxy]benzoyl}-1,3-thiazol-2-yl)pyrrolidin-1-yl]ethyl]carbamoyl}ethyl]-N-methylcarbamate C1(CCCCC1)[C@@H](C(N1[C@@H](CCC1)C=1SC=C(N1)C(C1=CC(=CC=C1)OCCCCC(C)=O)=O)=O)NC(=O)[C@H](C)N(C(OC(C)(C)C)=O)C